C(=O)(OC(C)(C)C)N1[C@@H](CNCC1)C (R)-Boc-2-methylpiperazine